CC(C[C@@H](C(N[C@@H](C[C@H]1C(NCC1)=O)C(COC(F)(F)F)=O)=O)NC(=O)C1=CC2=NC=CC=C2N1)C N-((S)-4-methyl-1-oxo-1-(((S)-3-oxo-1-((S)-2-oxopyrrolidin-3-yl)-4-(trifluoromethoxy)butan-2-yl)amino)pentan-2-yl)-1H-pyrrolo[3,2-b]pyridine-2-carboxamide